BrC1=CC2=CN(N=C2C=C1OCC(=O)OC)C1CCC(CC1)CO methyl 2-[5-bromo-2-[4-(hydroxymethyl)cyclohexyl]indazol-6-yl]oxyacetate